6-amino-4-((3-chloro-4-methoxyphenyl)amino)-7-ethoxy-2-ethylquinoline-3-carbonitrile NC=1C=C2C(=C(C(=NC2=CC1OCC)CC)C#N)NC1=CC(=C(C=C1)OC)Cl